C1(=C(C=CC=C1)S(=O)(=O)C1=C(C(=C(C(=O)N)C=C1)C(CC)=O)S(=O)(=O)C1=C(C=CC=C1)C)C Bis-Tolylsulfonyl-Propanoyl-Benzamide